O1C(=CC=C1)C(=O)[O-].[Cs+] cesium furoate